[2-(acryloyl-oxy)-ethyl]-dimethylamine C(C=C)(=O)OCCN(C)C